OC=1C=C(CO)C=C(C1OC)O 3,5-dihydroxyl-4-methoxybenzyl alcohol